2E,4E-decadienoic acid-N-([2S]-2-methylbutyl)amide C[C@H](CNC(\C=C\C=C\CCCCC)=O)CC